3-methyl-2-(thiophen-2-yl)quinazoline CN1C(N=C2C=CC=CC2=C1)C=1SC=CC1